C(C)(=O)N1CCN(CC1)C1CCC(CC1)NC(=O)C1=CC2=C(N(N=C2C)C2CCC(CC2)(F)F)S1 N-((1r,4r)-4-(4-acetylpiperazin-1-yl)-cyclohexyl)-1-(4,4-difluorocyclohexyl)-3-methyl-1H-thieno[2,3-c]pyrazole-5-carboxamide